2-(tert-butylamino)-4-((1R,2S)-2-(hydroxymethyl)cyclopentylamino)pyrimidine-5-carboxamide C(C)(C)(C)NC1=NC=C(C(=N1)N[C@H]1[C@H](CCC1)CO)C(=O)N